2,5-difluoropyridine FC1=NC=C(C=C1)F